FC(C1NCCC2=CC(=CC=C12)C=1C2=C(N=C(N1)N1[C@H]([C@@H](C1)O)C)C(CC2)(F)F)F (2S,3R)-1-(4-(1-(difluoromethyl)-1,2,3,4-tetrahydroisoquinolin-6-yl)-7,7-difluoro-6,7-dihydro-5H-cyclopenta[d]pyrimidin-2-yl)-2-methylazetidin-3-ol